FC1=C(C=C(C=C1)F)[C@@](CN1N=CN=C1)([C@@H](C)O)O (2R,3R)-2-(2,5-difluorophenyl)-1-(1H-1,2,4-triazol-1-yl)-2,3-butanediol